C1(CCCCC1)N1C(C2=CC=CC=C2CC1)C1=CC=C(C=C1)N1CCC(CC1)C(OC)OC 2-cyclohexyl-1-(4-(4-(dimethoxymethyl)piperidin-1-yl)phenyl)-1,2,3,4-tetrahydroisoquinoline